methyl 2-(4-(2-((4-chloro-2-fluorobenzyl)oxy)pyridin-3-yl)benzyl)-1-((4-propyl-4H-1,2,4-triazol-3-yl)methyl)-1H-benzo[d]imidazole-6-carboxylate ClC1=CC(=C(COC2=NC=CC=C2C2=CC=C(CC3=NC4=C(N3CC3=NN=CN3CCC)C=C(C=C4)C(=O)OC)C=C2)C=C1)F